BrC1=NC(=CC(=C1O)OC(C)C(C)O)I 2-Bromo-4-((3-hydroxybutan-2-yl)oxy)-6-iodopyridin-3-ol